N-(1-(3-chloro-4-fluorophenyl)-2-hydroxyethyl)-1-(2-((1-(hydroxy-methyl)cyclopropyl)amino)-5-methyl-pyrimidin-4-yl)-1H-pyrrole-3-carboxamide ClC=1C=C(C=CC1F)C(CO)NC(=O)C1=CN(C=C1)C1=NC(=NC=C1C)NC1(CC1)CO